CCCCCC=CCCC=CCCC=CCCC 6,10,14-octadecatriene